triphenylphosphine tetrakis(phenyl)borate C1(=CC=CC=C1)[B-](C1=CC=CC=C1)(C1=CC=CC=C1)C1=CC=CC=C1.C1(=CC=CC=C1)P(C1=CC=CC=C1)C1=CC=CC=C1